N1N=CC(=C1)CCNC1=NC(=NC(=C1C)C)C(=O)N1C(COCC1)CC1=CC=CC=C1 (4-((2-(1H-pyrazol-4-yl)ethyl)amino)-5,6-dimethylpyrimidin-2-yl)(3-benzylmorpholino)methanone